2-((4-((tert-butoxycarbonyl)(cyclopropylmethyl)amino)-3-chlorophenyl)amino)-3,3-dimethylbutanoic acid C(C)(C)(C)OC(=O)N(C1=C(C=C(C=C1)NC(C(=O)O)C(C)(C)C)Cl)CC1CC1